S1C=CC=2C1=C(N=CC2)C2CNCCC2 3-(thieno[2,3-c]pyridin-7-yl)piperidine